BrC=1C=CC=2N(C3=CC=C(C=C3C2C1)Br)C1=C(C#N)C(=C(C(=C1C#N)N1C2=CC=C(C=C2C=2C=C(C=CC12)Br)Br)N1C2=CC=C(C=C2C=2C=C(C=CC12)Br)Br)N1C2=CC=C(C=C2C=2C=C(C=CC12)Br)Br 2,4,5,6-tetrakis(3,6-dibromo-9H-carbazol-9-yl)isophthalonitrile